C(C1=CC=CC=C1)OCCOC=1C=NN(C1C(=O)NC1=C(C=C(C(=C1)C)Br)C)C 4-(2-(benzyloxy)-ethoxy)-N-(4-bromo-2,5-dimethylphenyl)-1-methyl-1H-pyrazole-5-carboxamide